2-(butylthio)ethyl 6-bromohexanoate BrCCCCCC(=O)OCCSCCCC